3-(4-(1-(3-(4-(((R)-1-(3-(Difluoromethyl)-2-fluorophenyl)ethyl)amino)-2-methyl-pyrido[3,4-d]pyrimidin-6-yl)benzyl)piperidin-4-yl)-3-methylphenyl)piperidine-2,6-dione FC(C=1C(=C(C=CC1)[C@@H](C)NC=1C2=C(N=C(N1)C)C=NC(=C2)C=2C=C(CN1CCC(CC1)C1=C(C=C(C=C1)C1C(NC(CC1)=O)=O)C)C=CC2)F)F